N(=[N+]=[N-])C1=C(C=C2C(=NC=3N(C2=C1)C=NN3)N(C3=CC=CC=C3)C)F 8-azido-7-fluoro-N-methyl-N-Phenyl-[1,2,4]triazolo[4,3-a]quinazolin-5-amine